N[C@@H]1CN(C[C@H]1F)C1=NC(=CC(=N1)N1CC=2C(=NC=CC2C1=O)C1=C(C=CC=C1OC)F)C1CC1 (2-((3R,4R)-3-amino-4-fluoropyrrolidin-1-yl)-6-cyclopropylpyrimidin-4-yl)-4-(2-fluoro-6-methoxyphenyl)-2,3-dihydro-1H-pyrrolo[3,4-c]pyridin-1-one